(2-amino-3-methyl-1,7-naphthyridin-6-yl)(2-methyl-6-(5-(trifluoromethyl)pyridin-2-yl)piperidin-1-yl)methanone NC1=NC2=CN=C(C=C2C=C1C)C(=O)N1C(CCCC1C1=NC=C(C=C1)C(F)(F)F)C